4-[4-Cyano-8-(2-fluoro-4-methoxy-phenyl)-3-hydroxy-quinolin-2-yl]-4-oxo-butyric acid ethyl ester C(C)OC(CCC(=O)C1=NC2=C(C=CC=C2C(=C1O)C#N)C1=C(C=C(C=C1)OC)F)=O